2-((2-((3R,4S)-3-fluoro-4-methoxypiperidin-1-yl)pyridin-4-yl)amino)-4-(isopropylamino)-N-(2-(methylsulfonyl)ethyl)pyrimidin-5-carboxamide F[C@@H]1CN(CC[C@@H]1OC)C1=NC=CC(=C1)NC1=NC=C(C(=N1)NC(C)C)C(=O)NCCS(=O)(=O)C